C(C)(C)C1=CC=C(C=C1)C1=NN2CCN(CC=3C2=C1C=CN3)C(=O)OC(C)(C)C tert-butyl 2-(4-isopropylphenyl)-8,9-dihydro-1,5,7,9a-tetraazabenzo[cd]azulene-7(6H)-carboxylate